t-butyl 4-formylpiperidine-1-carboxylate C(=O)C1CCN(CC1)C(=O)OC(C)(C)C